BrC1=C2C(=CN=C1)NC(=C2)CNC([C@H](C)NC(=O)[C@@H]2N(C[C@H](C2)C2=CC=CC=C2)C(=O)OC(C)(C)C)=O tert-butyl (2R,4R)-2-(((S)-1-(((4-bromo-1H-pyrrolo[2,3-c]pyridin-2-yl)methyl)amino)-1-oxopropan-2-yl)carbamoyl)-4-phenylpyrrolidine-1-carboxylate